Methyl (S)-5-(((S)-1-allylazetidin-2-yl) methyl)-6'-chloro-3',4,4',5-tetrahydro-2H,2'H-spiro[benzo[b][1,4]oxazepine-3,1'-naphthalen]-7-carboxylate C(C=C)N1[C@@H](CC1)CN1C2=C(OC[C@]3(CCCC4=CC(=CC=C34)Cl)C1)C=CC(=C2)C(=O)OC